FC(C1=CC=C(COC=2C=C3C(=CNC3=CC2)NC(C2=CC=CC=C2)=O)C=C1)(F)F N-(5-((4-(trifluoromethyl)benzyl)oxy)-1H-indol-3-yl)benzamide